4-(3-(4-cyclopropanecarbonyl-piperazine-1-carbonyl)-4-fluoro-benzyl)-2H-phthalazin-1-one C1(CC1)C(=O)N1CCN(CC1)C(=O)C=1C=C(CC2=NNC(C3=CC=CC=C23)=O)C=CC1F